N-((1S,9S)-9-ethyl-5-fluoro-9-hydroxy-4-methyl-10,13-dioxo-2,3,9,10,13,15-hexahydro-1H,12H-benzo[de]pyrano[3',4':6,7]indolizino[1,2-b]quinolin-1-yl)-2-methoxyacetamide C(C)[C@]1(C(OCC=2C(N3CC=4C(=NC=5C=C(C(=C6C5C4[C@H](CC6)NC(COC)=O)C)F)C3=CC21)=O)=O)O